14-((2-(2,6-dioxopiperidin-3-yl)-1-oxoisoindolin-4-yl)amino)tetradecanoic acid O=C1NC(CCC1N1C(C2=CC=CC(=C2C1)NCCCCCCCCCCCCCC(=O)O)=O)=O